silicon(II) oxide [Si]=O